1-N-benzyl-benzene-1,4-diamine C(C1=CC=CC=C1)NC1=CC=C(C=C1)N